1-propanenitrile C(CC)#N